rac-6-(3-Methoxy-2-methylphenyl)-2-(1-methyl-1H-imidazol-2-yl)-5-(tetrahydrofuran-2-yl)pyrrolo[2,1-f][1,2,4]triazin-4-ol COC=1C(=C(C=CC1)C=1C(=C2C(=NC(=NN2C1)C=1N(C=CN1)C)O)[C@@H]1OCCC1)C |r|